2-[(6R*)-3,8,10-trifluoro-6H,11H-chromeno[4,3-b]indol-6-yl]ethanamine FC1=CC=C2C(=C1)O[C@@H](C1=C2NC2=C(C=C(C=C12)F)F)CCN |o1:8|